2-(2-ethoxyethoxy)acetic acid C(C)OCCOCC(=O)O